5-fluoro-1H-pyrazole-4-carboxylic acid FC1=C(C=NN1)C(=O)O